ClC=1C=C(C=CC1C#N)NC([C@@](CN1N=CC(=C1)F)(C)O)=O (S)-N-(3-chloro-4-cyanophenyl)-3-(4-fluoro-1H-pyrazol-1-yl)-2-hydroxy-2-methylpropanamide